ClC1=C(C=CC(=C1)C#N)[C@H]1N(CC[C@H](C1)C)C(=O)NC\C=C\S(=O)(=O)C |r| rac-(2S,4R)-2-(2-chloro-4-cyanophenyl)-4-methyl-N-((E)-3-(methylsulfonyl)allyl)piperidine-1-carboxamide